1,3,5-triazin-2-yl-benzene-1,3-diamine N1=C(N=CN=C1)C1=C(C=CC=C1N)N